6-benzyloxy-17-nitro-6,15-bis(trifluoromethyl)-19-oxa-3,4,13,18-tetraazatricyclo[12.3.1.12,5]nonadeca-1(18),2,4,8,14,16-hexa-ene-12-carboxylic acid ethyl ester C(C)OC(=O)C1CCC=CCC(C2=NN=C(C=3C(=CC(=C(N1)N3)C(F)(F)F)[N+](=O)[O-])O2)(C(F)(F)F)OCC2=CC=CC=C2